N-methyl-N-(5-((R)-1-trityl-aziridine-2-carboxamido)picolinoyl)-L-valine methyl ester COC([C@@H](N(C(C1=NC=C(C=C1)NC(=O)C1[N@@](C1)C(C1=CC=CC=C1)(C1=CC=CC=C1)C1=CC=CC=C1)=O)C)C(C)C)=O